C[C@H]1N(CCOC1)C=1C2=C(N=C(N1)C1=C3C(=NC=C1)NC=C3)C(=CS2)C2(CCOCC2)O (R)-4-(4-(3-methylmorpholinyl)-2-(1H-pyrrolo[2,3-b]pyridin-4-yl)thieno[3,2-d]pyrimidin-7-yl)tetrahydro-2H-pyran-4-ol